COC=1C=2N(C=C(C1)C(=O)NC1=NC(=CC=C1)C(F)(F)F)C=C(N2)C2CCOCC2 8-methoxy-2-tetrahydropyran-4-yl-N-[6-(trifluoromethyl)-2-pyridinyl]imidazo[1,2-a]pyridine-6-carboxamide